1-(5-bromo-2-nitrophenyl)-4-(difluoromethylene)piperidine BrC=1C=CC(=C(C1)N1CCC(CC1)=C(F)F)[N+](=O)[O-]